(E)-4-(4-chlorophenyl)-N'-(3,5-dimethoxybenzylidene)picolinohydrazide ClC1=CC=C(C=C1)C1=CC(=NC=C1)C(=O)N/N=C/C1=CC(=CC(=C1)OC)OC